6-fluoro-1-methyl-2-(4-(methylsulfonyl)phenyl)-5-(1-(8-(oxetan-3-yl)-8-azabicyclo[3.2.1]oct-3-yl)piperidin-4-yl)-1H-benzo[d]imidazole FC=1C(=CC2=C(N(C(=N2)C2=CC=C(C=C2)S(=O)(=O)C)C)C1)C1CCN(CC1)C1CC2CCC(C1)N2C2COC2